6-(((6-methoxybenzo[d]oxazol-2-yl)methyl)thio)-1-phenyl-1,5-dihydro-4H-pyrazolo[3,4-d]pyrimidin-4-one COC1=CC2=C(N=C(O2)CSC=2NC(C3=C(N2)N(N=C3)C3=CC=CC=C3)=O)C=C1